ethyl (1R,5S,8S,9R,Z)-5-acetoxybicyclo[6.1.0]non-3-ene-9-carboxylate C(C)(=O)O[C@@H]1\C=C/C[C@H]2[C@@H]([C@H]2CC1)C(=O)OCC